C(C)C(CN(CC(CCCC)CC)CC(CCCC)CC)CCCC tri-(2-ethylhexyl)amine